5-(1-ethoxyvinyl)-3-[2-(methoxymethyl)-4-pyridinyl]-1,2,4-thiadiazole C(C)OC(=C)C1=NC(=NS1)C1=CC(=NC=C1)COC